CC(CC(=O)N1CCN(C2=CC=CC=C12)C(=O)NC1N(CCNC1)C(=O)[O-])(C)C (4-(3,3-dimethylbutanoyl)-1,2,3,4-tetrahydroquinoxaline-1-carboxamido)piperazin-1-carboxylate